4-[5-[(1S)-2-amino-1-hydroxyethyl]pyridin-2-yl]-3-[2-methyl-6-(oxan-4-yl)pyridin-4-yl]oxybenzonitrile NC[C@@H](O)C=1C=CC(=NC1)C1=C(C=C(C#N)C=C1)OC1=CC(=NC(=C1)C1CCOCC1)C